FC1=C(C(=CC(=C1)CNC(C)C)F)C=1C=C2C(=CN1)NN=C2NC(C2=C(C(=CC=C2)N2CCN(CC2)C)F)=O N-(5-(2,6-difluoro-4-((isopropylamino)methyl)phenyl)-1H-pyrazolo[3,4-c]pyridin-3-yl)-2-fluoro-3-(4-methylpiperazin-1-yl)benzamide